[Cl-].ClC1=NC(=NC(=N1)NCCCCCCCCCCCC)[N+]1(C=NC=C1)C 1-(4-chloro-6-(dodecylamino)-1,3,5-triazin-2-yl)-1-methyl-1H-imidazole-1-ium chloride